1-benzyl-4-ethyl-5-methoxy-2-phenylpyridine-1-ium bromide [Br-].C(C1=CC=CC=C1)[N+]1=C(C=C(C(=C1)OC)CC)C1=CC=CC=C1